S-cyclobutylthioacetate C1(CCC1)S=C(C)[O-]